(5-bromo-6-methoxybenzothiophen-2-yl)(morpholinyl)methanone BrC=1C(=CC2=C(C=C(S2)C(=O)N2CCOCC2)C1)OC